4-Azido-1-(isopropylsulfonyl)-3,3-dimethyl-2-butyl succinimidyl carbonate C(OC(CS(=O)(=O)C(C)C)C(CN=[N+]=[N-])(C)C)(ON1C(CCC1=O)=O)=O